C1(CC1)C1=C(C=NN1C)C(=O)O 5-Cyclopropyl-1-methyl-1H-pyrazole-4-carboxylic acid